(4-Bromophenylamino)pregn-5-en BrC1=CC=C(C=C1)NCC[C@H]1CC[C@H]2[C@@H]3CC=C4CCCC[C@]4(C)[C@H]3CC[C@]12C